N1(CCC1)CCNC=1N=C(C(=NC1CC1=CC=C(C=C1)F)C#N)C 5-((2-(azetidin-1-yl)ethyl)amino)-6-(4-fluorobenzyl)-3-methylpyrazine-2-carbonitrile